5-([6-[([1-[4-(2-cyclopropoxyphenyl)pyridin-3-yl]cyclopropyl]amino)methyl]-5-methylpyridin-2-yl]sulfanyl)-N-methyl-N-[(2S,3R,4R,5R)-2,3,4,5,6-pentahydroxyhexyl]pentanamide C1(CC1)OC1=C(C=CC=C1)C1=C(C=NC=C1)C1(CC1)NCC1=C(C=CC(=N1)SCCCCC(=O)N(C[C@@H]([C@H]([C@@H]([C@@H](CO)O)O)O)O)C)C